cholanate C(CC[C@@H](C)[C@H]1CC[C@H]2[C@@H]3CCC4CCCC[C@]4(C)[C@H]3CC[C@]12C)(=O)[O-]